1-(2-ethoxyethyl)-3-ethylimidazole chloride salt [Cl-].C(C)OCCN1CN(C=C1)CC